1-methyl-6-(4,4,5,5-tetramethyl-1,3,2-dioxaborolan-2-yl)indazole CN1N=CC2=CC=C(C=C12)B1OC(C(O1)(C)C)(C)C